BrC1=CC=C2CCN[C@H](C2=C1)C=1C=C(SC1C)C(=O)C=1C(=NC=NC1)N[C@H]1[C@@H]([C@@H]([C@H](C1)CNS([O-])(=O)=O)O)O [(1R,2R,3S,4R)-4-{[5-({4-[(1R)-7-bromo-1,2,3,4-tetrahydroisoquinolin-1-yl]-5-methyl-2-thienyl}carbonyl)pyrimidin-4-yl]amino}-2,3-dihydroxycyclopentyl]methylsulfamate